(1R,3S,5R)-2-(tert-butoxycarbonyl)-5-methyl-2-azabicyclo[3.1.0]Hexane-3-carboxylic acid C(C)(C)(C)OC(=O)N1[C@@H]2C[C@@]2(C[C@H]1C(=O)O)C